OC(CC(=O)[O-])CCCCCCCCCCCCC 3-hydroxyhexadecanoat